ClC=1C=C2C=C(NC2=CC1OCC1=CC(=NO1)C)CNC(=O)[C@H]1[C@H](CCC1)O |r| rac-(1R,2S)-N-((5-chloro-6-((3-methylisoxazol-5-yl)methoxy)-1H-indol-2-yl)methyl)-2-hydroxycyclopentane-1-carboxamide